3-(3-Cyano-6-(1-methyl-1H-pyrazol-4-yl)pyrazolo[1,5-a]pyridin-4-yl)pyrrolidine-1-carboxylic acid C(#N)C=1C=NN2C1C(=CC(=C2)C=2C=NN(C2)C)C2CN(CC2)C(=O)O